tert-butyl (6-((6-(2,6-dimethylmorpholino) naphthalen-2-yl)amino)spiro[3.3]heptan-2-yl)carbamate CC1OC(CN(C1)C=1C=C2C=CC(=CC2=CC1)NC1CC2(CC(C2)NC(OC(C)(C)C)=O)C1)C